N1=C(N=CC=C1)N1N=CC=C1 (pyrimidin-2-yl)-1H-pyrazol